N[C@H](C(=O)O)CC1=CN(C2=C(C=CC=C12)Cl)CC (S)-2-amino-3-(7-chloro-1-ethyl-1H-indol-3-yl)propionic acid